FC1=CC=C(C=C1)[C@@H]1N(CCC2=CC=CC=C12)C(=O)NC12CC(C1)(C2)N(C(OC(C)(C)C)=O)CC#C tert-butyl (S)-(3-(1-(4-fluorophenyl)-1,2,3,4-tetrahydroisoquinoline-2-carboxamido)bicyclo[1.1.1]pentan-1-yl)(prop-2-yn-1-yl)carbamate